FC([C@H]1C[C@H](CNC1)NC(O)=O)(F)F.C12(CC(C1)C2)C(C)=C2N=C(OC2=O)C=2N(N=CC2)C 4-[1-(bicyclo[1.1.1]pentan-1-yl)ethylidene]-2-(2-methylpyrazol-3-yl)oxazol-5-one ((3R,5S)-5-(triFluoromethyl)piperidin-3-yl)carbamate